benzene-2,4,5,6-d4-1,3-diamine-N1,N1,N3,N3-d4 C1(=C(C(=C(C(=C1[2H])[2H])[2H])N([2H])[2H])[2H])N([2H])[2H]